O=C1C(C(CC1)CCCCCCCC(=O)O)CC=CCC 3-oxo-2-(2-pentenyl)cyclopentanecaprylic acid